tert-butyl 6-chloro-7-((4-cyano-2-fluorobenzyl) oxy)-3,4-dihydroisoquinoline-2(1H)-carboxylate ClC=1C=C2CCN(CC2=CC1OCC1=C(C=C(C=C1)C#N)F)C(=O)OC(C)(C)C